C(C)OC(COCCC=1C=CC(=NC1)C(=O)O)=O 5-[2-(2-ethoxy-2-oxoethoxy)ethyl]pyridine-2-carboxylic acid